heptanedinitrile tert-butyl-(3R)-3-amino-4,4-difluoropiperidine-1-carboxylate C(C)(C)(C)OC(=O)N1C[C@H](C(CC1)(F)F)N.C(CCCCCC#N)#N